[Na+].OCC1=C(C=CC=C1)S(=O)(=O)[O-] hydroxymethylbenzenesulfonic acid monosodium salt